NC1=CC=NC=C1C(=O)Cl aza-C4-methylnicotinoyl chloride